C(C)C(COC(CCCCCCCCCCCCCCC)=O)CCCC 2-Ethylhexyl-palmitat